ClC1=C(OC=2C=CC(=C(C(=O)N)C2)N2C[C@H](CC2)OC2=NC=CC=C2Cl)C=CC=C1 (S)-5-(2-chlorophenoxy)-2-(3-(3-chloropyridin-2-yloxy)pyrrolidin-1-yl)benzamide